4-vinyl-1H-pyrrolo[2,3-c]pyridine C(=C)C1=C2C(=CN=C1)NC=C2